C(C)P(N[C@@H](CCC(=O)O)C(=O)O)O N-[ethylhydroxyphosphino]glutamic acid